O1CCN(CC1)CCC[SiH2]O[Si](CC)(CC)C 3-morpholinopropylmethyldiethyl-silaneOxysilane